FC1(CN(CC[C@H]1OCC#C)C)F (4R)-3,3-difluoro-1-methyl-4-(prop-2-ynyloxy)piperidine